C(C)C(CCCCC)OC1=C(C=CC(=C1)CC)O p-diethyl-hexyloxyphenol